5-(chloromethyl)-2-methylpyridine ClCC=1C=CC(=NC1)C